[K].ClC1=NC(=CC(=N1)C(=O)O)C1=CC=C(C=C1)Cl 2-chloro-6-(4-chlorophenyl)pyrimidine-4-carboxylic acid potassium